O=CCCN(C(OC(C)(C)C)=O)CCC1=CC(=CC=C1)OC1=CC=CC=C1 tert-butyl (3-oxopropyl)(3-phenoxyphenethyl)carbamate